CC=1C=C(C=NC1N1CCNCC1)CC1=CN=C2C(=NC(=NN21)OC(C)CCC)N 7-((5-methyl-6-(piperazin-1-yl)pyridin-3-yl)methyl)-2-(pentan-2-yloxy)imidazo[2,1-f][1,2,4]triazin-4-amine